C(C)(C)(C)[Sb](C(C)(C)C)Cl bis(t-butyl)antimony chloride